1-hydroxy-2-(3-methylsulfanylphenyl)-7-(trifluoromethoxy)-2,3,1-benzodiazaborinine OB1N(N=CC2=C1C=C(C=C2)OC(F)(F)F)C2=CC(=CC=C2)SC